N-(3-(cyclopropanesulfonamido)phenyl)-4-cyclopropyl-1H-pyrrole-3-carboxamide C1(CC1)S(=O)(=O)NC=1C=C(C=CC1)NC(=O)C1=CNC=C1C1CC1